FC=1C=CC=C2C=C(NC(C12)=O)CCCN1CCC(=CC1)C1=NC=C(C=C1)F 8-fluoro-3-(3-(5-fluoro-3',6'-dihydro-[2,4'-bipyridine]-1'(2'H)-yl)propyl)isoquinolin-1(2H)-one